2,6-dimethoxy-4-[7-(6-methoxy-3-pyridyl)imidazo[1,2-a]pyridin-3-yl]-N-(2,2,2-trifluoroethyl)benzamide COC1=C(C(=O)NCC(F)(F)F)C(=CC(=C1)C1=CN=C2N1C=CC(=C2)C=2C=NC(=CC2)OC)OC